(R)-1-(1-(2,2,2-trifluoroethyl)-1H-pyrazolo[3,4-c]pyridin-5-yl)ethanamine hydrochloride Cl.FC(CN1N=CC=2C1=CN=C(C2)[C@@H](C)N)(F)F